1-(benzo[d]thiazol-5-ylmethyl)-1H-pyrazol S1C=NC2=C1C=CC(=C2)CN2N=CC=C2